N-propyloxetan-3-carboxamid C(CC)NC(=O)C1COC1